C(OC(C(F)(F)F)C1=NC(=C(C=C1F)N(CC1=CC=CC=C1)CC1=CC=CC=C1)OC)(OC1=CC=CC=C1)=S O-(1-(5-(dibenzylamino)-3-fluoro-6-methoxypyridin-2-yl)-2,2,2-trifluoroethyl) O-phenyl carbonothioate